(S)-di-tert-butyl (5-(5-(4-fluorophenyl)-3-methyl-1H-indole-2-carboxamido)pentane-1,4-diyl)dicarbamate FC1=CC=C(C=C1)C=1C=C2C(=C(NC2=CC1)C(=O)NC[C@H](CCCNC(OC(C)(C)C)=O)NC(OC(C)(C)C)=O)C